6,7-dihydroxy-4-(4-hydroxy-3,5-dihydroxyphenyl)-2-naphthoic acid OC=1C=C2C(=CC(=CC2=CC1O)C(=O)O)C1=CC(=C(C(=C1)O)O)O